BrC=1C=C(C(=C(C(=O)OC)C1)C)N(C)C1CCCCC1 methyl 5-bromo-3-(cyclohexyl (methyl) amino)-2-methylbenzoate